5-mercapto-2,4-dimethylbenzoic acid SC=1C(=CC(=C(C(=O)O)C1)C)C